COC1(CCN(CC1)C1=C(C=C(C=C1)B1OC(C(O1)(C)C)(C)C)OC)C 4-methoxy-1-[2-methoxy-4-(4,4,5,5-tetramethyl-1,3,2-dioxaborolan-2-yl)phenyl]-4-methyl-piperidine